(4-acetoxyphenyl)-1-ethanol C(C)(=O)OC1=CC=C(C=C1)C(C)O